C1N(CCC2=CC=CC=C12)C[C@H](CN1CCOC2=C(C1=O)C=CC(=C2)C=2CCNCC2)O 4-[(2R)-3-(3,4-dihydro-1H-isoquinolin-2-yl)-2-hydroxy-propyl]-8-(1,2,3,6-tetrahydropyridin-4-yl)-2,3-dihydro-1,4-benzoxazepin-5-one